1-vinyl-2-(1-methylpropyl)cyclohexanol acetate C(C)(=O)OC1(C(CCCC1)C(CC)C)C=C